2-(4-(6-((2,5-difluoro-4-methylbenzyl)oxy)pyridin-2-yl)-2,5-difluorobenzyl)-1-(2-methoxyethyl)-1H-benzo[d]imidazole-6-carboxylic acid FC1=C(COC2=CC=CC(=N2)C2=CC(=C(CC3=NC4=C(N3CCOC)C=C(C=C4)C(=O)O)C=C2F)F)C=C(C(=C1)C)F